C(#N)C1=CC=C2C=C(N(C2=C1)C1CC1)NC(CC(C)(C)C)=O N-(6-cyano-1-cyclopropyl-1H-indol-2-yl)-3,3-dimethylbutyramide